FC1=C(C=CC=C1)C=1C(=NN2C1N=C(C=C2C(C)C)C(=O)O)C 3-(2-fluoro-phenyl)-7-isopropyl-2-methyl-pyrazolo[1,5-a]pyrimidine-5-carboxylic acid